2-(1,2-difluoroethyl)-3,5-difluorobenzaldehyde FC(CF)C1=C(C=O)C=C(C=C1F)F